1-Methyl-N-(4-(4-((1,2,3,4-tetrahydroisochinolin-7-yl)oxy)-1H-pyrrolo[2,3-b]pyridin-3-yl)pyridin-2-yl)cyclopropancarboxamid CC1(CC1)C(=O)NC1=NC=CC(=C1)C1=CNC2=NC=CC(=C21)OC2=CC=C1CCNCC1=C2